3-(1-Methyl-7-((1-(2-(phenylthio)acetyl)piperidin-4-yl)oxy)-1H-indazol-3-yl)-piperidine-2,6-dione 4-nitrobenzyl-2-acetylsalicylate [N+](=O)([O-])C1=CC=C(COC2(C(C(=O)O)C=CC=C2)C(C)=O)C=C1.CN1N=C(C2=CC=CC(=C12)OC1CCN(CC1)C(CSC1=CC=CC=C1)=O)C1C(NC(CC1)=O)=O